5-(2-nitrophenyl)-5,6-dihydropyrido[2,3-d]pyrimidine-4,7(3H,8H)-dione [N+](=O)([O-])C1=C(C=CC=C1)C1CC(NC=2N=CNC(C21)=O)=O